C(=C/CCCC)/O (Z)-hexenol